(2S,6R)-tert-butyl-((S)-10-(4-fluorophenyl)-3-methyl-5-oxo-9-(trifluoromethyl)-3,5-dihydro-2H-[1,4]thiazino[2,3,4-ij]quinazolin-7-yl)-2,6-dimethylpiperazine-1-carboxylate C(C)(C)(C)C1[C@@](N([C@@H](CN1)C)C(=O)[O-])(C)C1=NC(N2C3=C(C(=C(C=C13)C(F)(F)F)C1=CC=C(C=C1)F)SC[C@@H]2C)=O